6-Bromo-N-cyclohexyl-1-methyl-1,2-dihydro-3H-benzo[e]indole-3-carboximidamide 2,2,2-trifluoroacetic acid salt FC(C(=O)O)(F)F.BrC1=CC=CC=2C=3C(CN(C3C=CC21)C(NC2CCCCC2)=N)C